C(CCCCCCCCC\C=C/C\C=C/CCCCC)O (11z,14z)-eicosa-11,14-dien-1-ol